COC(=O)N1C[C@H]([C@H](C1)C1=CC=CC=C1)C(=O)N([C@@H](C(C)C)C(=O)O)C N-((3S,4S)-1-(methoxycarbonyl)-4-phenylpyrrolidine-3-carbonyl)-N-methyl-L-valine